[Li+].C(N)(=O)[C@H]1N2C(N([C@H](C=C1C)C2)O[C@@H](C(=O)[O-])F)=O (2R)-{[(2S,5R)-2-carbamoyl-3-methyl-7-oxo-1,6-diazabicyclo[3.2.1]Oct-3-en-6-yl]Oxy}(fluoro)acetic acid lithium salt